8-chloro-5-methoxy-1-[1-(pyridin-2-ylmethyl)pyrrolidin-3-yl]-5,6-dihydro-4H-[1,2,4]triazolo[4,3-a][1]benzazepine ClC=1C=CC2=C(CC(CC=3N2C(=NN3)C3CN(CC3)CC3=NC=CC=C3)OC)C1